3-(4-phenoxyphenyl)-4,5-dihydroisoxazole-5-carboxamide O(C1=CC=CC=C1)C1=CC=C(C=C1)C1=NOC(C1)C(=O)N